4-(3-(3,4-difluoro-2-methoxyphenyl)-5,5-dimethyltetrahydrothiophene-2-carboxamido)picolinamide FC=1C(=C(C=CC1F)C1C(SC(C1)(C)C)C(=O)NC1=CC(=NC=C1)C(=O)N)OC